2-isobutyl-N-(4-(methylsulfonyl)but-3-en-2-yl)-4-phenoxypyrimidine-5-carboxamide C(C(C)C)C1=NC=C(C(=N1)OC1=CC=CC=C1)C(=O)NC(C)C=CS(=O)(=O)C